tridecanol isononanoate C(CCCCCC(C)C)(=O)OCCCCCCCCCCCCC